C(C)P(O)(O)(Cl)CC.P(=O)(OCC)(OCC)Cl diethyl chlorophosphate (Diethyl chlorophosphite)